N1-([1,1'-biphenyl]-4-yl)-N1,N4-diphenyl-benzene-1,4-diamine C1(=CC=C(C=C1)N(C1=CC=C(C=C1)NC1=CC=CC=C1)C1=CC=CC=C1)C1=CC=CC=C1